3-(((7-(2-Aminopyrimidin-4-yl)-2,3-dihydrofuro[3,2-c]pyridin-4-yl)amino)methyl)-N-((1s,3s)-3-(difluoromethoxy)cyclobutyl)benzamid NC1=NC=CC(=N1)C=1C2=C(C(=NC1)NCC=1C=C(C(=O)NC3CC(C3)OC(F)F)C=CC1)CCO2